[Al+3].N[C@@H](CCC(=O)[O-])C(=O)[O-].N[C@@H](CCC(=O)[O-])C(=O)[O-].N[C@@H](CCC(=O)[O-])C(=O)[O-].[Al+3] glutamate aluminum salt